C(C)(=O)NCCCCCCN1[C@@H](CC(C1)O)C(=O)O N-(acetamidohexanyl)-4-hydroxy-prolyl alcohol